C(C1=CC=CC=C1)OC1(COCCC1=O)C(C)(F)F 3-(benzyloxy)-3-(1,1-difluoroethyl)tetrahydro-4H-pyran-4-one